ethyl 2-((2-((4-(4-methoxyphenoxy)phenyl)amino)-2-oxoethyl)thio)-1H-imidazole-4-carboxylate COC1=CC=C(OC2=CC=C(C=C2)NC(CSC=2NC=C(N2)C(=O)OCC)=O)C=C1